ClC=1C(=C(C=CC1)CC(C(=O)OC)NCC1=CC=C(C=C1)OC)F Methyl 3-(3-chloro-2-fluorophenyl)-2-{[(4-methoxyphenyl)methyl]amino}propanoate